3,4-bis(4-methoxyphenyl)-1-propyl-1H-pyrrole-2,5-dione COC1=CC=C(C=C1)C=1C(N(C(C1C1=CC=C(C=C1)OC)=O)CCC)=O